6-fluoro-N-isopropyl-N-(1,3-oxazol-2-ylmethyl)-1H-indole-2-carboxamide FC1=CC=C2C=C(NC2=C1)C(=O)N(CC=1OC=CN1)C(C)C